COC1=CC2=C(N(C=N2)CC2=CC=C(C=C2)B(O)O)C=C1 4-((5-methoxy-1,3-benzodiazol-1-yl)methyl)phenylboronic acid